tert-Butyl 4-[4-[[5-[1-(4-amino-2-fluoro-phenyl)-3-(trifluoromethyl)pyrazol-4-yl]-1-methyl-imidazole-2-carbonyl]amino]-2-methyl-benzoyl]piperazine-1-carboxylate NC1=CC(=C(C=C1)N1N=C(C(=C1)C1=CN=C(N1C)C(=O)NC1=CC(=C(C(=O)N2CCN(CC2)C(=O)OC(C)(C)C)C=C1)C)C(F)(F)F)F